FC=1C=C(C=CC1F)\C=C\C(CC)=O (E)-1-(3,4-difluorophenyl)pent-1-en-3-one